COCOC1=CC=C(C=C1)S(=O)(=O)N(CCC)C 4-(methoxymethoxy)-N-methyl-N-propyl-benzenesulfonamide